FC1=CC=C(C=C1)C(=C1CN(CCC1)S(=O)(=O)NC1=CC=C(C=C1)Cl)C1=CC=C(C=C1)F 3-(bis(4-fluorophenyl)methylene)-N-(4-chlorophenyl)piperidine-1-sulfonamide